The molecule is a dipeptide zwitterion obtained by transfer of a proton from the carboxy to the amino terminus of Gly-Leu. Major species at pH 7.3. It is a tautomer of a Gly-Leu. CC(C)C[C@@H](C(=O)[O-])NC(=O)C[NH3+]